2-methoxy-5-(2-((2R,5S)-5-methyl-2-(2-((1-methylpiperidin-4-yl)methyl)benzo[d]thiazol-5-yl)piperidin-1-yl)-2-oxoacetamido)nicotinamide COC1=C(C(=O)N)C=C(C=N1)NC(C(=O)N1[C@H](CC[C@@H](C1)C)C=1C=CC2=C(N=C(S2)CC2CCN(CC2)C)C1)=O